ClC1=CC(=C(C=N1)C1=NN=C(S1)C12CCC(CC1)(CC2)NC(OC(C)(C)C)=O)NC(C)C tert-butyl (4-(5-(6-chloro-4-(isopropylamino)pyridin-3-yl)-1,3,4-thiadiazol-2-yl)bicyclo[2.2.2]octan-1-yl)carbamate